N1N=CC(=C1)C1=NNC2=CC(=CC=C12)NC=1C=C(C=CC1)NC(=O)NC1=CC(=NN1C)C(C)(C)C 1-(3-((3-(1H-pyrazol-4-yl)-1H-indazol-6-yl)amino)phenyl)-3-(3-(tert-butyl)-1-methyl-1H-pyrazol-5-yl)urea